ClC=1C=CC(=C(C1)NC(C(=O)N[C@@H](CC1=CC=CC=C1)C(=O)O)=O)N1N=NN=C1 (2-((5-chloro-2-(1H-tetrazol-1-yl)phenyl)amino)-2-oxoacetyl)-L-phenylalanine